1-[3-(2-methoxyacetyl)-6-[6-[(6-methylpyridazin-3-yl)amino]benzimidazol-1-yl]-2-pyridinyl]-5-methyl-pyrazole-3-carbonitrile COCC(=O)C=1C(=NC(=CC1)N1C=NC2=C1C=C(C=C2)NC=2N=NC(=CC2)C)N2N=C(C=C2C)C#N